5,6,7,8-tetrahydro-4H-pyrazolo[1,5-a][1,4]diazepin-2-ylmethanone N1=C(C=C2N1CCCNC2)C=O